(1S)-N-[(1R)-1-cyano-2-(6-methyl-2-oxo-1H-quinolin-3-yl)ethyl]-3-[(2R)-3,3-dimethyl-2-(2-methylpropanoylamino)butanoyl]-6,6-dimethyl-3-azabicyclo[3.1.0]hexane-2-carboxamide C(#N)[C@@H](CC=1C(NC2=CC=C(C=C2C1)C)=O)NC(=O)C1[C@@H]2C(C2CN1C([C@@H](C(C)(C)C)NC(C(C)C)=O)=O)(C)C